C(C)(C)(C)C=1OC(=NN1)N1[C@H](C2=C(CC1)NC=N2)C2=NN1C(C(=CC=C1)Cl)=C2 (R)-2-(tert-butyl)-5-(4-(4-chloropyrazolo[1,5-a]pyridin-2-yl)-6,7-dihydro-1H-imidazo[4,5-c]pyridin-5(4H)-yl)-1,3,4-oxadiazole